CN1N=CC2=CC(=C(C=C12)OC=1C=NC(=CC1)NCCCN1C(CCC1)=O)C(=O)N 1-methyl-6-[[6-[3-(2-oxopyrrolidin-1-yl)propylamino]-3-pyridyl]oxy]indazole-5-carboxamide